C1(CC1)C1=NNC2=CC=C(C(=C12)C1=CC(=C(C=C1)S(=O)(=O)C)C)C#N 3-cyclopropyl-4-(3-methyl-4-methanesulfonylphenyl)-1H-indazole-5-carbonitrile